C(CCCCCCC)(=O)OCC(OC(CCCCCCC)=O)COC(CCCCCCC)=O Glycerin Tricaprylate